CN1N=NN=C1NC(C1=C(N=C(C=C1)SC)C(F)(F)F)=O N-(1-methyl-1H-tetrazol-5-yl)-6-(methylthio)-2-(trifluoromethyl)nicotinamide